CC1=NC(=CC=C1N1N=C(C(=C1C)[N+](=O)[O-])OC[C@H](CO)C)C (S)-3-((1-(2,6-dimethylpyridin-3-yl)-5-methyl-4-nitro-1H-pyrazol-3-yl)oxy)-2-methylpropan-1-ol